(3-(1-(4-chloro-3-fluorophenyl)-1H-pyrazol-4-yl)bicyclo[1.1.1]pent-1-yl)carbamic acid tert-butyl ester C(C)(C)(C)OC(NC12CC(C1)(C2)C=2C=NN(C2)C2=CC(=C(C=C2)Cl)F)=O